4-pentyl-2'-(prop-1-en-2-yl)-1',2',3',4'-tetrahydro-[1,1'-biphenyl]-3-sulfonamide C(CCCC)C1=C(C=C(C=C1)C1C(CCC=C1)C(=C)C)S(=O)(=O)N